C(C1=CC=CC=C1)OC(=O)N(CCC=1N=C(C(=NC1)C(=O)O)NCC1=CC=C(C=C1)OC)C 5-(2-(((benzyloxy)carbonyl)(methyl)amino)ethyl)-3-((4-methoxybenzyl)amino)pyrazine-2-carboxylic acid